C(OC(C1=CC=C(C=C1)C)=O)(OC(C)(CC)OOC(C)(CC)OC(OC(C1=CC=C(C=C1)C)=O)=O)=O di(4-methylbenzoyl) peroxydi-sec-butyl dicarbonate